ClC1=C(OCCN2C3=C(OCC2=O)C=C(C=C3)NC(=O)NC3=CC=C2C=CNC2=C3)C=CC=C1 1-(4-(2-(2-chlorophenoxy)ethyl)-3-oxo-3,4-dihydro-2H-benzo[b][1,4]oxazin-7-yl)-3-(1H-indol-6-yl)urea